C(#N)C(=CC=1C=C(OCCC(=O)N[C@@H](CC2=CC=CC=C2)B(O)O)C=CC1)C(=O)N1CCN(CC1)C (R)-1-(3-(3-(2-cyano-3-(4-methylpiperazin-1-yl)-3-oxoprop-1-enyl)phenoxy)propanamido)-2-phenylethyl-boronic acid